CC1(CCC=C1B1OC(C(O1)(C)C)(C)C)C 2-(5,5-dimethylcyclopent-1-en-1-yl)-4,4,5,5-tetramethyl-1,3,2-dioxaborolane